CC1(CNC2=CC=CC=C12)C 3,3-Dimethylindoline